C(C)OC1=CC=C(C=C1)N1C=NN(C1=O)CC1=CC(=C(OC(C(=O)O)(C)C)C=C1)C 2-(4-((4-(4-Ethoxyphenyl)-5-oxo-4,5-dihydro-1H-1,2,4-triazol-1-yl)meth-yl)-2-methylphenoxy)-2-methylpropionic acid